C(C1=CC=CC=C1)OC1=C(C(=CC(=C1)O)O)C(=O)N1CC2=CC=CC(=C2C1)NC1COCCC1 (2-(benzyloxy)-4,6-dihydroxyphenyl)(4-((tetrahydro-2H-pyran-3-yl)amino)isoindolin-2-yl)methanone